7-((2S,5R)-5-ethyl-2-methyl-4-(1-(quinoxalin-6-yl)ethyl)piperazin-1-yl)-4-methyl-1-methyl-2,4-dihydro-5H-pyrazolo[4,3-b]Pyridin-5-one C(C)[C@H]1N(C[C@@H](N(C1)C=1C2=C(N(C(C1)=O)C)CNN2C)C)C(C)C=2C=C1N=CC=NC1=CC2